4-(benzyloxy)-6-(((tert-butyldiphenylsilyl)oxy)methyl)-2-(4-methoxybenzyl)pyridazin-3(2H)-one C(C1=CC=CC=C1)OC=1C(N(N=C(C1)CO[Si](C1=CC=CC=C1)(C1=CC=CC=C1)C(C)(C)C)CC1=CC=C(C=C1)OC)=O